methyl (1-(7-((2,6-dioxopiperidin-3-yl)amino)benzo[d][1,3]dioxolan-4-yl)pyrrolidin-3-yl)4-methylbenzenesulfonate O=C1NC(CCC1NC1=CC=C(C2=C1OCO2)N2CC(CC2)C2=C(C=CC(=C2)C)S(=O)(=O)OC)=O